C(CCCCCCCCCCC)OC(C(O)C)=O Lauryllactat